N-(4-(5-Benzamido-1-methyl-1H-pyrazol-3-yl)phenyl)-2-(pyrimidin-5-yl)benzamide C(C1=CC=CC=C1)(=O)NC1=CC(=NN1C)C1=CC=C(C=C1)NC(C1=C(C=CC=C1)C=1C=NC=NC1)=O